[Na].COC1=CC=C(C=C1)C1=NC=2N(C(=C1)O)N=C(C2)C 5-(4-methoxyphenyl)-2-methylpyrazolo[1,5-a]pyrimidine-7-ol sodium